N1=CC=CC=C1B1OC(C)(C)C(C)(C)O1 Pyridine-6-boronic acid pinacol ester